ClC=1C(=NC(=NC1)NC1CC(C1)(F)F)C1=CC=C2CN(C(C2=C1)=O)[C@@H](C(=O)N[C@H](CO)C1=NC(=CC=C1)OC)C (2R)-2-(6-{5-chloro-2-[(3,3-difluorocyclobutyl)amino]pyrimidin-4-yl}-1-oxo-2,3-dihydro-1H-isoindol-2-yl)-N-[(1S)-2-hydroxy-1-(6-methoxypyridin-2-yl)ethyl]propionamide